C1(=CC=CC=C1)[C@@H](C)\N=C\C(=O)OC methyl (2E)-2-{[(1R)-1-phenylethyl]imino}acetate